FC1=C(C(=C(C(=C1C(=O)O)C(=O)O)F)F)C(C(C(C1=C(C(=C(C(=C1F)F)C(=O)O)C(=O)O)F)(F)F)(F)F)(F)F 1,3-bis(2,5,6-trifluoro-3,4-dicarboxyphenyl)hexafluoropropane